NCC1CN(C1)C(=O)C1CCN(CC1)C(=O)C1=C(C=C(C=C1)NC(=O)C=1N(C(=CN1)C1=C(C(=C(C=C1)OC)F)F)C)Cl N-[4-[4-[3-(aminomethyl)azetidine-1-carbonyl]piperidine-1-carbonyl]-3-chloro-phenyl]-5-(2,3-difluoro-4-methoxy-phenyl)-1-methyl-imidazole-2-carboxamide